C(CCC)C1=C(C=C(C=C1)OC)NC(CCl)=O N-(2-butyl-5-methoxyphenyl)-2-chloroacetamide